BrC1=CC=C(C=C1)C1=CCCN(C1)C(=O)OC(C)(C)C tert-butyl 5-(4-bromophenyl)-3,6-dihydropyridine-1(2H)-carboxylate